(Z)-4-bromo-N-(3-methoxypropyl)-7-(trifluoromethylsulfanyl)indan-1-imine BrC1=C2CC/C(/C2=C(C=C1)SC(F)(F)F)=N/CCCOC